ClC1=C(N=C(NC1=O)C1=CC(=NC=C1)F)N1[C@@H](CCCC1)C 5-chloro-2-(2-fluoro-4-pyridinyl)-4-[(2R)-2-methyl-1-piperidinyl]-1H-pyrimidin-6-one